CC1=NC=NC=C1C(=O)NCC=1C=C2C(=C(NC2=CC1)C1=NC=CN=C1)C 4-methyl-N-[(3-methyl-2-pyrazin-2-yl-1H-indol-5-yl)methyl]pyrimidine-5-carboxamide